Mono-menthyl succinate C(CCC(=O)[O-])(=O)OC1CC(CCC1C(C)C)C